Dibutyl dithiophosphate P(=S)(SCCCC)(OCCCC)[O-]